NC1=NC=NN2C1=C(C(=N2)C2=CC=C(C=C2)NC(C(=C)Cl)=O)C2=CC(=C(C=C2)OC2=NC(=CC=C2)C)F N-(4-(4-amino-5-(3-fluoro-4-((6-methylpyridin-2-yl)oxy)phenyl)pyrazolo[5,1-f][1,2,4]triazin-6-yl)phenyl)-2-chloroacrylamide